FC1=CC(=CC2=C1N(C=N2)C2CC(C2)(C)O)O 7-fluoro-1-[(cis)-3-hydroxy-3-methylcyclobutyl]-1H-1,3-benzimidazol-5-ol